FC=1C=C(C(=O)[C@H]2N([C@@H](CC2)CCC)C(=O)OCC2=CC=CC=C2)C=CC1 Benzyl (2S,5R)-2-(3-fluorobenzoyl)-5-propylpyrrolidine-1-carboxylate